C(C=C)N1N(C(C=2C1=NC(=CC2)Cl)=O)CC=C 1,2-Diallyl-6-chloro-1,2-dihydro-3H-pyrazolo[3,4-b]pyridin-3-one